(S)-1-phenyl-2-propylazide C1(=CC=CC=C1)C[C@H](C)N=[N+]=[N-]